5-(imidazo[1,2-a]pyrimidin-6-yl)-4-methoxy-N-(spiro[3.3]heptan-2-yl)pyrrolo[2,1-f][1,2,4]triazin-2-amine N=1C=CN2C1N=CC(=C2)C=2C=CN1N=C(N=C(C12)OC)NC1CC2(C1)CCC2